FC1=CC=C(C=C1)S(=O)(=O)C1=C(C(=NC=C1)C=1OC(=NN1)CO[Si](C(C)C)(C(C)C)C(C)C)N ((4-fluorophenyl)sulfonyl)-2-(5-(((triisopropylsilyl)oxy)methyl)-1,3,4-oxadiazol-2-yl)pyridin-3-amine